methyl (methylthio)acetate CSCC(=O)OC